vinylether acrylate C(C=C)(=O)O.C(=C)OC=C